4-((1-(3-chlorobenzyl)-5-(3-cyanophenyl)-1H-indole-7-carboxamido)methyl)benzoic acid ClC=1C=C(CN2C=CC3=CC(=CC(=C23)C(=O)NCC2=CC=C(C(=O)O)C=C2)C2=CC(=CC=C2)C#N)C=CC1